3-cyano-4-(methoxymethoxy)benzo[b]selenophene-2-carboxylic acid C(#N)C=1C2=C([Se]C1C(=O)O)C=CC=C2OCOC